CC1(CNCCC1)C (R)-3,3-dimethylpiperidin